8-(2-chloroethyl)-8-azabicyclo[3.2.1]Octane hydrochloride Cl.ClCCN1C2CCCC1CC2